N-tertiary butyl-3-hydroxyazetidine C(C)(C)(C)N1CC(C1)O